4-(4-(5-fluoro-6-(2-oxa-8-azaspiro[4.5]decan-8-yl)pyridin-3-yl)quinazolin-6-yl)pyridin-2-amine hydrochloride Cl.FC=1C=C(C=NC1N1CCC2(CCOC2)CC1)C1=NC=NC2=CC=C(C=C12)C1=CC(=NC=C1)N